CC=1C(=NC(N([C@H]2C[C@H](O)[C@@H](CO)O2)C1)=O)N 5-methyl-deoxycytidine